NC1=C(C2=C(S1)C(=CC=C2C2=C(C=C1C(=NC(=NC1=C2F)OC[C@]21CCCN1C[C@@H](C2)F)N2CC(CCCC2)C(=O)O)Cl)F)C#N 1-(7-(2-amino-3-cyano-7-fluorobenzo[b]thiophen-4-yl)-6-chloro-8-fluoro-2-(((2R,7aS)-2-fluorotetrahydro-1H-pyrrolizin-7a(5H)-yl)methoxy)quinazolin-4-yl)azepane-3-carboxylic acid